CC1C(CC2C(CC=CC12C)(C)C)O tetrahydro-1,4,4,7a-tetramethyl-1H-inden-2-ol